Cl[O-].[Ca+2].C(C1CO1)OCCC[Si](C)(C)OCCOC.Cl[O-] (3-(2,3-epoxypropoxy)propyl)(2-methoxyethoxy)dimethylsilane calcium hypochlorite